(4-((3-(4-(Aminomethyl)phenyl)-1-(4-hydroxybutyl)ureido)methyl)phenyl)boronic acid NCC1=CC=C(C=C1)NC(N(CCCCO)CC1=CC=C(C=C1)B(O)O)=O